5-chloro-N-[[(5S)-2-oxo-3-[4-(3-oxo-4-morpholinyl)phenyl]-1,3-oxazolidin-5-yl]methyl]-2-thiophenecarboxamide ClC1=CC=C(S1)C(=O)NC[C@H]1CN(C(O1)=O)C1=CC=C(C=C1)N1C(COCC1)=O